O1SC=CN=C1 [1,2,5]Oxathiazine